CN(CCN1CCC2=CC=C(C=C12)NC1=NC=CC(=N1)NC=1C=NC2=CC=CC=C2C1)C 2-{1-[2-(dimethylamino)ethyl]-6-indolinylamino}-4-(3-quinolylamino)pyrimidine